ClC1=C2C(NC(=NC2=CC=C1SCCC(=O)OCC)C)=O ethyl 3-((5-chloro-2-methyl-4-oxo-3,4-dihydroquinazolin-6-yl)thio)propionate